hydroxyhexyltrimethylammonium lysine salt N[C@@H](CCCCN)C(=O)[O-].OCCCCCC[N+](C)(C)C